COC(C(N1C(N=CC1=O)=O)C1=CC=C(C=C1)C#N)=O 2-(4-cyanophenyl)-2-(2,5-dioxoimidazol-1-yl)acetic acid methyl ester